CN(CCN(CC=1NC=CN1)CC=1NC=CN1)CC=1NC=CN1 N-methyl-N,N'-tris(imidazol-2-ylmethyl)-ethylenediamine